C1=C(C=CC2=CC=CC=C12)CCN1CCC(CC1)N(C=1C=C(C=CC1)O)C=1C=NC=CC1 3-((1-(2-(naphthalen-2-yl)ethyl)piperidin-4-yl)(pyridin-3-yl)amino)phenol